FC1=C(C=C(C=C1)B1OC(C(O1)(C)C)(C)C)O 2-fluoro-5-(4,4,5,5-tetramethyl-1,3,2-dioxaborolan-2-yl)phenol